CC=1N=C2C(=NC1)N=C(S2)N 6-methylthiazolo[4,5-b]pyrazine-2-amine